7-ethyl-2,3,5,6,8-pentahydroxy-1,4-naphthoquinone C(C)C1=C(C(=C2C(C(=C(C(C2=C1O)=O)O)O)=O)O)O